FC1=C(OC=2C=NC=3CCN(CC3C2)C2=NC(=NC(=C2C)C)C)C=C(C=C1)F 3-(2,5-difluorophenoxy)-6-(2,5,6-trimethylpyrimidin-4-yl)-5,6,7,8-tetrahydro-1,6-naphthyridine